C(C1=CC=CC=C1)O[C@H]1C(O[C@@H](C1)COCC1=CC=CC=C1)=O (3R,5S)-3-(benzyloxy)-5-(benzyloxymethyl)-dihydrofuran-2(3H)-one